6-(7,8-dimethyl-[1,2,4]triazolo[4,3-b]pyridazin-6-yl)-8-methyl-3-(trifluoromethyl)-5,6,7,8-tetrahydro-1,6-naphthyridine CC1=C(C=2N(N=C1N1CC=3C=C(C=NC3C(C1)C)C(F)(F)F)C=NN2)C